Ethyl 3-chloro-3-oxopropionate ClC(CC(=O)OCC)=O